5-((5-ethynyl-6-methoxypyridin-2-yl)oxy)-1H-1,2,3-triazole-4-carboxylic acid C(#C)C=1C=CC(=NC1OC)OC1=C(N=NN1)C(=O)O